CN1CC(N(CC1)C(C)C1=CC=C(C=C1)[N+](=O)[O-])=O 4-methyl-1-[1-(4-nitrophenyl)ethyl]piperazin-2-one